C(C1=CC=CC=C1)NCC(C)NCC1=CC=CC=C1 N,N'-Dibenzyl-1,2-propandi-amin